3-(3,3-difluorocyclobutoxy)-4-(oxazol-2-yl)aniline FC1(CC(C1)OC=1C=C(N)C=CC1C=1OC=CN1)F